C(C)(C)(C)OC(N(C)CC=1N=C(SC1C1CCOCC1)Br)=O tert-butyl((2-bromo-5-(tetrahydro-2H-pyran-4-yl)thiazol-4-yl)methyl)(methyl)carbamate